N-(3,5-dibromo-4-fluorophenyl)propane-1-sulfonamide BrC=1C=C(C=C(C1F)Br)NS(=O)(=O)CCC